C1(CCC1)NS(=O)(=O)C=1C=NC2=CC(=CC(=C2C1NC=1C=C(C(=O)O)C=C(C1)OC1=CC(=CC(=C1)F)F)F)C=1C(=NC(=NC1)OC)OC 3-((3-(N-Cyclobutylaminosulfonyl)-7-(2,4-dimethoxypyrimidin-5-yl)-5-fluoroquinolin-4-yl)amino)-5-(3,5-difluorophenoxy)benzoic acid